The molecule is an acyl-CoA oxoanion that is the pentaanion of pimeloyl-CoA arising from deprotonation of phosphate, diphosphate and carboxylic acid functions. It has a role as a Saccharomyces cerevisiae metabolite. It is a conjugate base of a pimeloyl-CoA. CC(C)(COP(=O)([O-])OP(=O)([O-])OC[C@@H]1[C@H]([C@H]([C@@H](O1)N2C=NC3=C(N=CN=C32)N)O)OP(=O)([O-])[O-])[C@H](C(=O)NCCC(=O)NCCSC(=O)CCCCCC(=O)[O-])O